C(CC(O)(C(=O)O)CC(=O)O)(=O)O.C(C)(C)(C)C1=CN=C(N1)[C@@]1(CN(CC1)C(C)(C)C=1C=CC(=NC1)C)CCC=1SC(=CC1)F |o1:22| (S or R)-5-(2-(3-(5-(tert-butyl)-1H-imidazol-2-yl)-3-(2-(5-fluoro-thiophen-2-yl)ethyl)pyrrolidin-1-yl)propan-2-yl)-2-methylpyridine citrate